N-[(2S,3R)-2-[(3'-chloro-2,5'-difluoro[1,1'-biphenyl]-3-yl)methyl]-1-(cyclopropanecarbonyl)-4,4-difluoropyrrolidin-3-yl]methanesulfonamide ClC=1C=C(C=C(C1)F)C1=C(C(=CC=C1)C[C@@H]1N(CC([C@@H]1NS(=O)(=O)C)(F)F)C(=O)C1CC1)F